C(C)(C)(C)OC1=C(C=C2C(=N1)N(N=C2I)C)F 6-(tert-butoxy)-5-fluoro-3-iodo-1-methyl-1H-pyrazolo[3,4-b]pyridine